N-[4-methyl-3-[[3-(9H-purin-6-yl)-2-pyridyl]amino]phenyl]-6-(trifluoromethyl)indole-1-carboxamide CC1=C(C=C(C=C1)NC(=O)N1C=CC2=CC=C(C=C12)C(F)(F)F)NC1=NC=CC=C1C1=C2N=CNC2=NC=N1